4-hydroxy-2-sulfamoylbenzene OC1=CC(=CC=C1)S(N)(=O)=O